(R)-9-(6-((4-amino-5-(1H-pyrazol-1-yl)pentyl)oxy)-2,3-dichlorobenzyl)-9H-purin-6-amin N[C@H](CCCOC1=CC=C(C(=C1CN1C2=NC=NC(=C2N=C1)N)Cl)Cl)CN1N=CC=C1